C(CC)C(CC(=O)OCC(C)C)(CC(=O)OCC(C)C)CCC diisobutyl 3,3-di-n-propylglutarate